Tert-butyl 1-[1-[(4-methoxyphenyl)methyl]-2,6-dioxo-3-piperidyl]-3-methyl-2-oxo-benzimidazole-5-carboxylate COC1=CC=C(C=C1)CN1C(C(CCC1=O)N1C(N(C2=C1C=CC(=C2)C(=O)OC(C)(C)C)C)=O)=O